6-[4-[acetyl(propyl)amino]-3-chloro-phenyl]-N-[(2-methyl-3-pyridyl)methyl]pyridine-3-carboxamide C(C)(=O)N(C1=C(C=C(C=C1)C1=CC=C(C=N1)C(=O)NCC=1C(=NC=CC1)C)Cl)CCC